2-(1-ethylpiperidine-4-yl)-2,4-dimethyl-N-((6-methyl-4-(methylthio)-2-oxo-1,2-dihydropyridin-3-yl)methyl)benzo[d][1,3]dioxole-5-carboxamide C(C)N1CCC(CC1)C1(OC2=C(O1)C=CC(=C2C)C(=O)NCC=2C(NC(=CC2SC)C)=O)C